1-(4-(bis(2,2-difluorobenzo[d][1,3]dioxol-5-yl)methyl)piperazine-1-carbonyl)-1H-benzo[d][1,2,3]triazole-6-carbonitrile FC1(OC2=C(O1)C=CC(=C2)C(N2CCN(CC2)C(=O)N2N=NC1=C2C=C(C=C1)C#N)C1=CC2=C(OC(O2)(F)F)C=C1)F